C(C)(C)(C)C1CC(CC(O1)C1=C(C(=NO1)C(=O)NC=1C(N(N(C1C)C)C1CCC1)=O)C)OC 5-(6-(tert-butyl)-4-methoxytetrahydro-2H-pyran-2-yl)-N-(2-cyclobutyl-1,5-dimethyl-3-oxo-2,3-dihydro-1H-pyrazol-4-yl)-4-methylisoxazole-3-carboxamide